CC1=C(C=C(C=C1)NC(=O)N1C[C@@H](CC1)CC(F)(F)F)C1=CC(=NC(=C1)N1CCOCC1)N[C@H](C(=O)NC)C (S)-N-(4-methyl-3-(2-(((S)-1-(methylamino)-1-oxopropan-2-yl)amino)-6-morpholinylpyridin-4-yl)phenyl)-3-(2,2,2-trifluoroethyl)pyrrolidine-1-carboxamide